O1[C@H](COCC1)CNC1=C(C=C(C=C1)S(=O)(=O)NC(C1=CC=CC=C1)=O)[N+](=O)[O-] N-(4-[[(2S)-1,4-dioxan-2-ylmethyl]amino]-3-nitrobenzenesulfonyl)benzamide